N,N-bis(4-benzofuran-2-yl-phenyl)-N-{4-(2-phenyl-benzooxazole-6-yl)-phenyl}-amine O1C(=CC2=C1C=CC=C2)C2=CC=C(C=C2)N(C2=CC=C(C=C2)C2=CC1=C(N=C(O1)C1=CC=CC=C1)C=C2)C2=CC=C(C=C2)C=2OC1=C(C2)C=CC=C1